trans-2-Phenylcyclopropylamine hemisulfate salt S(=O)(=O)(O)O.C1(=CC=CC=C1)[C@H]1[C@@H](C1)N.C1(=CC=CC=C1)[C@H]1[C@@H](C1)N